ClC=1C=C(C=CC1)C=1C(=C2N(N1)CCC2)C=2C=C1C=CC=NC1=CC2 6-(2-(3-Chlorophenyl)-5,6-dihydro-4H-pyrrolo[1,2-b]pyrazol-3-yl)quinoline